CC1(C2C3C4C=CC(C3C(C1)C2)C4)CCCCC(=O)O 8-methyl-8-carboxyn-butyl-tetracyclo[4.4.0.12,5.17,10]-3-dodecene